COC1=C(C=CC(=C1)C1=C(C(=O)[O-])C=CC(=C1C)OCCCCOC(C=C)=O)C1=C(C(=O)[O-])C=CC(=C1C)OCCCCOC(C=C)=O 2-methoxybenzene-1,4-diylbis{4-[4-(acryloyloxy) butoxy]-3-methylbenzoate}